ClC=1C=C(C=CC1)C=1N=C(NN1)C1CCN(CC1)CCC1=CC(=NC=C1)OC 4-(2-{4-[5-(3-Chloro-phenyl)-2H-[1,2,4]triazol-3-yl]-piperidin-1-yl}-ethyl)-2-methoxy-pyridine